α-Methyl-phenethylamine CC(CC1=CC=CC=C1)N